C1(CC1)N1C=C2C(=NN(C(C2=CC1=O)=O)C)N[C@@H](C)C=1C(=C(C=CC1)C(C(=O)N(C)C)(F)F)F (S)-2-(3-(1-((6-cyclopropyl-2-methyl-1,7-dioxo-1,2,6,7-tetrahydropyrido[3,4-d]pyridazin-4-yl)amino)ethyl)-2-fluorophenyl)-2,2-difluoro-N,N-dimethylacetamide